Bis-(4-aminocyclohexyl)-propan NC1CCC(CC1)C(C)(C)C1CCC(CC1)N